COC1CCC(CC1)NC(=O)C1=NC(=CN=C1)N1N=CN=C1 N-((1r,4r)-4-methoxycyclohexyl)-6-(1H-1,2,4-triazol-1-yl)pyrazine-2-carboxamide